cetyl-tributylphosphine bromide [Br-].C(CCCCCCCCCCCCCCC)CCCCP(CCCC)CCCC